rac-(5aR,6S,7R,8R,8aS)-5a-(4-bromophenyl)-3-chloro-8,8a-dihydroxy-1-methoxy-6-phenyl-5a,7,8,8a-tetrahydro-6H-cyclopenta[4,5]furo[3,2-c]pyridine-7-carboxamide BrC1=CC=C(C=C1)[C@]12[C@](C=3C(=NC(=CC3O1)Cl)OC)([C@@H]([C@@H]([C@H]2C2=CC=CC=C2)C(=O)N)O)O |r|